1,5-bismaleimidylnaphthalene C1(C=CC(N1C1=CC=CC2=C(C=CC=C12)N1C(C=CC1=O)=O)=O)=O